iron-silicon-nickel [Ni].[Si].[Fe]